(R/S)-5-(4-((5-fluoro-2-(1-fluoroethyl)-3-oxo-4H-quinoxalin-6-yl)methyl)piperazin-1-yl)-6-methyl-N-(methyl-d3)pyridine-2-carboxamide FC1=C2NC(C(=NC2=CC=C1CN1CCN(CC1)C=1C=CC(=NC1C)C(=O)NC([2H])([2H])[2H])[C@@H](C)F)=O |r|